8-hydroxyoctadeca-17-en-9,11-diynoic acid OC(CCCCCCC(=O)O)C#CC#CCCCCC=C